CN1N=NC(=C1NC(O[C@H](C)C1=CC(=CC=C1)F)=O)C1=NC(=C(C=C1)NS(=O)(=O)C1COC1)C (R)-1-(3-fluoro-phenyl)ethyl (1-methyl-4-(6-methyl-5-(oxetane-3-sulfonamido) pyridin-2-yl)-1H-1,2,3-triazol-5-yl)carbamate